(2-[8-(dimethoxymethylsilyl)octoxy]-5-hydroxyphenyl)tri(tert-butyl)phosphonium bromide [Br-].COC(OC)[SiH2]CCCCCCCCOC1=C(C=C(C=C1)O)[P+](C(C)(C)C)(C(C)(C)C)C(C)(C)C